ClC1=C(C=C2C(C(NC2=C1)=O)=C(O)C1=CC(=CC=C1)F)C1=CC=C(C=C1)C=1CCOCC1 6-Chloro-5-[4-(3,6-dihydro-2H-pyran-4-yl)-phenyl]-3-[1-(3-fluoro-phenyl)-1-hydroxy-methylidene]-1,3-dihydro-indol-2-one